tert-butyl 4-[[4-[4-(3-hydroxyoxetan-3-yl)-2-[6-methyl-7-oxo-1-(p-tolylsulfonyl)pyrrolo[2,3-c]pyridin-4-yl]phenoxy]phenoxy]methyl]piperidine-1-carboxylate OC1(COC1)C1=CC(=C(OC2=CC=C(OCC3CCN(CC3)C(=O)OC(C)(C)C)C=C2)C=C1)C=1C2=C(C(N(C1)C)=O)N(C=C2)S(=O)(=O)C2=CC=C(C=C2)C